(S)-5-((R)-2-hydroxypent-4-enoyl)-N-((S)-3-oxo-1-((S)-2-oxopyrrolidin-3-yl)-4-(trifluoromethoxy)butan-2-yl)-5-azaspiro[2.4]heptane-6-carboxamide O[C@@H](C(=O)N1CC2(CC2)C[C@H]1C(=O)N[C@@H](C[C@H]1C(NCC1)=O)C(COC(F)(F)F)=O)CC=C